O=C1NC(CCC1N1C(N(C2=C1C=CC(=C2)CCCCNC(OC(C)(C)C)=O)C)=O)=O Tert-butyl N-[4-[1-(2,6-dioxopiperidin-3-yl)-3-methyl-2-oxo-1,3-benzodiazol-5-yl]butyl]carbamate